(5-cyano-4-((2-methoxyethyl)amino)pyridin-2-yl)-5-formyl-6-(morpholinomethyl)-1-isopropyl-1H-pyrrolo[3,2-b]pyridine-3-carboxamide C(#N)C=1C(=CC(=NC1)C1=C(C2=NC(=C(C=C2N1C(C)C)CN1CCOCC1)C=O)C(=O)N)NCCOC